OC1[C@H](O)[C@@H](O)[C@H](O)[C@H](O1)CO D-(+)-glucopyranose